(1-(pyridin-2-yl)-1H-imidazol-4-yl)methylamine N1=C(C=CC=C1)N1C=NC(=C1)CN